BrC=1N=C2N(CCOC3=C2SC=C3)C1 9-bromo-5,6-dihydroimidazo[1,2-d]thieno[2,3-f][1,4]oxazepine